3,3-dimethyl-1-((1s,3s)-3-methyl-3-(5-azaspiro[2.5]oct-5-yl)cyclobutyl)-1,3-dihydro-2H-pyrrolo[3,2-b]pyridin-2-one CC1(C(N(C=2C1=NC=CC2)C2CC(C2)(N2CC1(CC1)CCC2)C)=O)C